7-hydroxy-2-methyl-8-(3-methyl-6-(prop-1-en-2-yl)cyclohex-2-en-1-yl)-2-(2-oxopropyl)-5-pentyl-4H-benzo[d][1,3]dioxin-4-one OC=1C=C(C2=C(OC(OC2=O)(CC(C)=O)C)C1C1C=C(CCC1C(=C)C)C)CCCCC